1-dimethylethoxysilyl-8-bis(dimethylamino)methylsilyloctane C[Si](CCCCCCCC[SiH2]C(N(C)C)N(C)C)(OCC)C